CC(C(=O)C=1SC=C(C1)C)(C)N1CCOCC1 2-methyl-2-morpholino(4-methylthiophenyl)propane-1-one